4-(benzyloxy)-2-chloro-3-(methoxymethyl)-6-methylpyridine C(C1=CC=CC=C1)OC1=C(C(=NC(=C1)C)Cl)COC